4-(((6,8-dimethyl-4-oxochroman-7-yl)oxy)(4-fluorophenyl)methyl)benzonitrile CC=1C=C2C(CCOC2=C(C1OC(C1=CC=C(C#N)C=C1)C1=CC=C(C=C1)F)C)=O